C(C=C)OC(C[C@H](N)C(=O)O)=O L-aspartic acid 4-allyl ester